6-(2-chloro-4-fluorophenyl)-3,5-dimethyl-1-(3,5-dimethoxyphenyl)-4(1H)-pyridazinone ClC1=C(C=CC(=C1)F)C1=C(C(C(=NN1C1=CC(=CC(=C1)OC)OC)C)=O)C